N-{2,3-difluoro-4-[5-(trifluoromethyl)-1,2,4-oxadiazol-3-yl]benzyl}butanamide FC1=C(CNC(CCC)=O)C=CC(=C1F)C1=NOC(=N1)C(F)(F)F